(3s,6r,9s,12r,15s,18r,21s,24r)-3,9,15,21-tetraisobutyl-6,18-bis(4-(2-methoxybenzyl)benzyl)-4,10,12,16,22,24-hexamethyl-1,7,13,19-tetraoxa-4,10,16,22-tetraazacyclotetracosane C(C(C)C)[C@H]1CO[C@@H](CN([C@H](CO[C@@H](CN([C@H](CO[C@@H](CN([C@H](CO[C@@H](CN1C)CC1=CC=C(C=C1)CC1=C(C=CC=C1)OC)CC(C)C)C)C)CC(C)C)C)CC1=CC=C(C=C1)CC1=C(C=CC=C1)OC)CC(C)C)C)C